5-methyl-4-(o-tolyl)-7-vinyl-chromen-2-one CC1=C2C(=CC(OC2=CC(=C1)C=C)=O)C1=C(C=CC=C1)C